C(#N)C=1C=CC(=C2C=CC=NC12)N1C[C@H]2N(CCN(CC2)CC2=NC=C(C=N2)N2CCN(CC2)C(=O)OC(C)(C)C)[C@@H](C1)C tert-butyl 4-[2-[[(4R,10aS)-2-(8-cyano-5-quinolyl)-4-methyl-1,3,4,6,7,9,10,10a-octahydropyrazino[1,2-d][1,4]diazepin-8-yl]methyl]pyrimidin-5-yl]piperazine-1-carboxylate